FC1=C2C=C(NC2=CC=C1OC1=NC=NN2C1=C(C(=C2)OC[C@H](C)[C@](C(=O)O)(C)N)C)C (S)-((R)-1-(4-(4-fluoro-2-methyl-1H-indol-5-yloxy)-5-methylpyrrolo[2,1-f][1,2,4]triazin-6-yloxy)propan-2-yl)2-aminopropionic acid